3-(2-Isopropylphenyl)-2-[[4-[1-methyl-5-[4-(trifluoromethoxy)anilino]-1,2,4-triazol-3-yl]phenyl]methylenehydrazono]thiazolidine-4-on C(C)(C)C1=C(C=CC=C1)N1C(SCC1=O)=NN=CC1=CC=C(C=C1)C1=NN(C(=N1)NC1=CC=C(C=C1)OC(F)(F)F)C